N=1NC=C2CN(CCCC21)C(=O)C2=NNC=1NCCCC12 (2,6,7,8-Tetrahydropyrazolo[4,3-c]azepin-5(4H)-yl)(4,5,6,7-tetrahydro-1H-pyrazolo[3,4-b]pyridin-3-yl)methanone